3-(4-chloro-2-methyl-2H-indazol-5-yl)-5-methyl-1H,4H,5H-pyrazolo[3,4-d]pyrimidin-4-one ClC=1C2=CN(N=C2C=CC1C1=NNC=2N=CN(C(C21)=O)C)C